5-[4-[(3S)-1-(3-fluoropropyl)pyrrolidin-3-yl]oxyphenyl]-6-(1H-indol-5-yl)-8,9-dihydro-7H-benzo[7]annulen-3-ol FCCCN1C[C@H](CC1)OC1=CC=C(C=C1)C1=C(CCCC2=C1C=C(C=C2)O)C=2C=C1C=CNC1=CC2